C(#N)C=1C=C(C=CC1)C=1N=C(SC1C1=CC(=NC(=C1)C)C)NC(=O)N1CCC2(COC2)CC1 N-[4-(3-cyanophenyl)-5-(2,6-dimethyl-4-pyridyl)thiazol-2-yl]-2-oxa-7-azaspiro[3.5]nonan-7-carboxamid